CN(C)CC(C(C)=O)CC(C)C 3-((dimethylamino)methyl)-5-methylhexan-2-one